dimethyl(2-methyl-4-(o-tolyl)-1,5,6,7-tetrahydro-s-indacen-1-yl)(2,3,4,5-tetramethylcyclopenta-2,4-dien-1-yl)silane C[Si](C1C(=C(C(=C1C)C)C)C)(C1C(=CC2=C(C=3CCCC3C=C12)C1=C(C=CC=C1)C)C)C